2-(benzylthio)-3,4,5,6-tetrafluoro-N,N-dimethylbenzenesulfonamide C(C1=CC=CC=C1)SC1=C(C(=C(C(=C1F)F)F)F)S(=O)(=O)N(C)C